sodium pyrrolidonecarboxylate C1CC(=O)N[C@@H]1C(=O)[O-].[Na+]